N-hydroxy-4-(1-((5-methoxy-7-methyl-1H-indol-4-yl)methyl)piperidin-2-yl)benzamide ONC(C1=CC=C(C=C1)C1N(CCCC1)CC1=C2C=CNC2=C(C=C1OC)C)=O